6-iodo-3-((8-methoxy-2-(6-methoxypyridin-3-yl)-2-methyl-2,3-dihydrobenzo[b][1,4]dioxin-6-yl)methyl)-3H-imidazo[4,5-b]pyridine IC=1C=C2C(=NC1)N(C=N2)CC2=CC1=C(OC(CO1)(C)C=1C=NC(=CC1)OC)C(=C2)OC